(3,4-epoxy-cyclohexyl)ethyltriethoxysilane C1(CC2C(CC1)O2)CC[Si](OCC)(OCC)OCC